(S)-methyl 2-((1R,2S,5S)-3-(7-fluoro-4-isopropyl-1H-indole-2-carbonyl)-6,6-dimethyl-3-azabicyclo[3.1.0]hexane-2-carboxamido)-3-((S)-2-oxopyrrolidin-3-yl)propanoate FC=1C=CC(=C2C=C(NC12)C(=O)N1[C@@H]([C@H]2C([C@H]2C1)(C)C)C(=O)N[C@H](C(=O)OC)C[C@H]1C(NCC1)=O)C(C)C